5-(4-(3-methoxyphenyl)piperazine-1-carbonyl)-7-methylpyrido[2,3-d]pyridazin-8(7H)-one COC=1C=C(C=CC1)N1CCN(CC1)C(=O)C=1C2=C(C(N(N1)C)=O)N=CC=C2